CN(C)CC=1C=C(C=O)C=C(C1O)OC 3-((dimethylamino)methyl)-4-hydroxy-5-methoxybenzaldehyde